C1CN(CC1C(=O)O)C(=O)OCC2=CC=CC=C2 1-N-Cbz-pyrrolidine-3-carboxylic acid